ClC1=C(N(C2=CC(=CC=C2)C2(CC2)N2CCNCC2)C)C=CC(=C1)C 2-chloro-N,4-dimethyl-N-(3-(1-(piperazin-1-yl)cyclopropyl)phenyl)aniline